ethyl-{[1-(4-methylphenyl)-5-(3,4,5-trimethoxyphenyl)-1H-pyrazol-3-yl]oxy} acetate C(C)(=O)OOC1=NN(C(=C1CC)C1=CC(=C(C(=C1)OC)OC)OC)C1=CC=C(C=C1)C